N-[(4-chlorophenyl)(cyano)-methyl]-3-[3-methoxy-4-(prop-2-yn-1-yloxy)phenyl]propanamide ClC1=CC=C(C=C1)C(NC(CCC1=CC(=C(C=C1)OCC#C)OC)=O)C#N